(6-(5-chloro-1-((5-(3-fluoro-4-methoxyphenyl)pyrazin-2-yl)methyl)-1H-indazole-7-carboxamido)Spiro[3.3]heptan-2-yl)acetic acid ClC=1C=C2C=NN(C2=C(C1)C(=O)NC1CC2(CC(C2)CC(=O)O)C1)CC1=NC=C(N=C1)C1=CC(=C(C=C1)OC)F